L-α-Aminobutanoic acid N[C@H](C(=O)O)CC